N1(CCN(CCN(CCNCC1)CC(=O)N)CC(=O)N)CC(=O)N (1,4,7,10-tetraazacyclododecane-1,4,7-triyl)triacetamide